2-(4-(5-chloro-2-(1H-tetrazol-1-yl)phenyl)-2,5-dioxopiperazin-1-yl)-N-(2-methyl-2H-indazol-5-yl)butanamide ClC=1C=CC(=C(C1)N1CC(N(CC1=O)C(C(=O)NC1=CC2=CN(N=C2C=C1)C)CC)=O)N1N=NN=C1